ClC=1C=C(C=CC1)C(CNC(=O)N[C@@H]1[C@H]2CC[C@@H](C1)C2)(C)OC |r| 1-[2-(3-chlorophenyl)-2-methoxy-propyl]-3-[rac-(1S,2S,4R)-norbornan-2-yl]urea